N-(((R)-3-((2,4-Dichlorobenzyl)amino)pyrrolidin-1-yl)sulfonyl)-2-((S)-2,2,4-trimethylpyrrolidin-1-yl)nicotinamid ClC1=C(CN[C@H]2CN(CC2)S(=O)(=O)NC(C2=C(N=CC=C2)N2C(C[C@@H](C2)C)(C)C)=O)C=CC(=C1)Cl